NC1=NC=CC(=C1F)C1=NC(=C(C=C1)O)C(C(C(=O)C1CCN(CC1)C(C)C)C)=O 1-(2'-Amino-3'-fluoro-5-hydroxy-[2,4'-bipyridin]-6-yl)-3-(1-isopropylpiperidin-4-yl)-2-methylpropan-1,3-dione